3,4-difluorobenzyl azide FC=1C=C(CN=[N+]=[N-])C=CC1F